tert-butyl 9-(((1S,4S)-5-(4-nitrophenyl)-2,5-diazabicyclo[2.2.1]heptan-2-yl) methyl)-3-azaspiro[5.5]undecane-3-carboxylate [N+](=O)([O-])C1=CC=C(C=C1)N1[C@@H]2CN([C@H](C1)C2)CC2CCC1(CCN(CC1)C(=O)OC(C)(C)C)CC2